Cl.C(C)(C)(C)NN tert-butylhydrazine HCl salt